bis-[2-(hexanesulfonyloxy)phenyl]urea C(CCCCC)S(=O)(=O)OC1=C(C=CC=C1)NC(NC1=C(C=CC=C1)OS(=O)(=O)CCCCCC)=O